(S)-1-(6-oxo-5-(trifluoromethyl)-1,6-dihydropyridin-3-yl)propan-2-yl 4-(5-(2-hydroxypropane-2-yl)pyrimidin-2-yl)piperazine-1-carboxylate OC(C)(C)C=1C=NC(=NC1)N1CCN(CC1)C(=O)O[C@H](CC1=CNC(C(=C1)C(F)(F)F)=O)C